dioctyltin bis(isooctyl thioglycolate) C(CCCCC(C)C)C(C(=O)[O-])S.C(CCCCC(C)C)C(C(=O)[O-])S.C(CCCCCCC)[Sn+2]CCCCCCCC